CN1C=CC=2C1=CN=C(C2)C2=NC=CC(=C2)C2=NOC(=N2)C(F)(F)F 3-(2-(1-methyl-1H-pyrrolo[2,3-c]pyridin-5-yl)pyridin-4-yl)-5-(trifluoromethyl)-1,2,4-oxadiazole